The molecule is a pyrimidone that is uracil which is substituted at positions 1, 5 and 6 by ethoxymethyl, isopropyl, and benzyl groups, respectively. A non-nucleoside inhibitor of HIV-1 reverse transcriptase, emivirine was an unsuccessful experimental agent for the treatment of HIV. It has a role as a HIV-1 reverse transcriptase inhibitor and an antiviral drug. It derives from a uracil. CCOCN1C(=C(C(=O)NC1=O)C(C)C)CC2=CC=CC=C2